(Z)-4-styrylpiperidine C(=C/C1=CC=CC=C1)/C1CCNCC1